BrC1=C(C=CC=C1C)F 2-bromo-1-fluoro-3-methyl-benzene